CC1=CC=C(C=C1)S(=O)(=O)[O-].[Sn+2].CN1C2=C(C3=C1C(N(N=C3)CC=3NC(N=CC3)=O)=O)SC(=N2)SC.CC2=CC=C(C=C2)S(=O)(=O)[O-] 4-methyl-2-(methylthio)-6-((2-oxo-2,3-dihydropyrimidin-4-yl)methyl)-4H-thiazolo[5',4':4,5]pyrrolo[2,3-d]pyridazin-5(6H)-one tin (II) p-toluenesulfonate